(1-(2,6-Diethylphenyl)-3,5,5-trimethyl-3-phenylpyrrolidin-2-ylidene)(2-isopropoxy-5-nitrobenzylidene)ruthenium(II) diiodide C(C)C1=C(C(=CC=C1)CC)N1C(C(CC1(C)C)(C1=CC=CC=C1)C)=[Ru-4](=CC1=C(C=CC(=C1)[N+](=O)[O-])OC(C)C)(I)I